N1(CCNCC1)C(=O)N PIPERAZIN-1-CARBOXAMID